rel-2-(3-{[(2R)-1-[(2E)-4-(dimethylamino)but-2-enoyl]pyrrolidin-2-yl]methoxy}pyridin-4-yl)-3-[(3-fluoro-2-methoxyphenyl)amino]-1H,5H,6H,7H-pyrrolo[3,2-c]pyridin-4-one CN(C/C=C/C(=O)N1[C@H](CCC1)COC=1C=NC=CC1C1=C(C=2C(NCCC2N1)=O)NC1=C(C(=CC=C1)F)OC)C |o1:8|